(4,5-difluoro-1H-indol-3-yl)carbamic acid tert-butyl ester C(C)(C)(C)OC(NC1=CNC2=CC=C(C(=C12)F)F)=O